3,3-dimethyl-1,2,3,4-tetrahydro-5H-pyrrolo[3,2-b]pyridin-5-one CC1(CNC2=C1NC(C=C2)=O)C